2-(5-bromo-3-ethylsulfonyl-2-pyridyl)-1,3-benzoxazol-5-yl-1-imino-oxo-(trifluoromethyl)-λ6-sulfane BrC=1C=C(C(=NC1)C=1OC2=C(N1)C=C(C=C2)S(=N)(C(F)(F)F)=O)S(=O)(=O)CC